5,6-dihydro-cyclopenta-pyridine N1=CC=CC2=C1CCC2